1-[1-(5-aminopyridin-2-yl)piperidin-4-yl]Azetidine-3-carboxylic acid NC=1C=CC(=NC1)N1CCC(CC1)N1CC(C1)C(=O)O